O1[C@H](COCC1)CN1N=C2C3=C(C=CC2=C1)OC(=C3C(F)(F)F)C(=O)NCC3=NC=CC(=C3)C 2-{[(2S)-1,4-dioxan-2-yl]methyl}-N-[(4-methylpyridin-2-yl)methyl]-8-(trifluoromethyl)-2H-furo[2,3-g]indazole-7-carboxamide